methyl 2-(3-chloropropyl)-4-(difluoromethylene)pyrrolidin-2-carboxylate ClCCCC1(NCC(C1)=C(F)F)C(=O)OC